C(C)OC(=O)C1=NNC(=C1)C=1C=NC(=C(C1)F)N1CCC(CC1)(F)F.FC1(CCN(CC1)C1=C(C=C(C=N1)C1=CC(=NN1C)C(=O)OCC)F)F ethyl 5-[6-(4,4-difluoropiperidin-1-yl)-5-fluoropyridin-3-yl]-1-methylpyrazole-3-carboxylate Ethyl-5-[6-(4,4-difluoropiperidin-1-yl)-5-fluoropyridin-3-yl]-1H-pyrazole-3-carboxylate